C(C#C)N1C(=CC=C1)C=O 1-(Propan-2-yn-1-yl)-1H-pyrrole-2-carbaldehyde